tert-butyl (Z)-(3-(N-((1,2,3,5,6,7-hexahydro-s-indacen-4-yl)carbamoyl)sulfamoyl)allyl)carbamate C1CCC2=C(C=3CCCC3C=C12)NC(=O)NS(=O)(=O)\C=C/CNC(OC(C)(C)C)=O